trans-1,4-cyclohexanedicarboxylic acid dichloride [C@H]1(CC[C@H](CC1)C(=O)Cl)C(=O)Cl